2-(4-bromophenylazo)-2-methylpropanenitrile BrC1=CC=C(C=C1)N=NC(C#N)(C)C